C1(CCC1)NC(C[C@H](CCN1CC(CC1)(F)F)NC(=O)C1=NN(C(=C1)C1=C(C=CC=C1)C(F)(F)F)C1CCCC1)=O (3S)-N-cyclobutyl-3-({1-cyclopentyl-5-[2-(trifluoromethyl)phenyl]-1H-pyrazol-3-yl}formamido)-5-(3,3-difluoropyrrolidin-1-yl)pentanamide